ClC=1C(=C2C=NNC2=C(C1F)C(C(F)(F)F)O)C1=CC=2N(C=C1)N=C(C2)NC(=O)[C@H]2[C@H](C2)F (1S,2S)-N-(5-(5-chloro-6-fluoro-7-(2,2,2-trifluoro-1-hydroxyethyl)-1H-indazol-4-yl)pyrazolo[1,5-a]pyridin-2-yl)-2-fluorocyclopropane-1-carboxamide